ClC1=C(C=C(C#N)C=C1)C=O 4-chloro-3-formylbenzonitrile